C(C)(=O)N1CC[C@@H]2N(C([C@H](C1)NC(=O)C1=CC=C3C=CC(=CC3=C1)C(F)(F)P(O)(O)=O)=O)[C@@H](CC2)C(=O)N2CC1=CC=CC=C1CC2 ((7-(((5S,8S,10aR)-3-acetyl-6-oxo-8-(1,2,3,4-tetrahydroisoquinoline-2-carbonyl)decahydropyrrolo[1,2-a][1,5]diazocin-5-yl)carbamoyl)naphthalen-2-yl)difluoromethyl)phosphonic acid